2,2,7-trifluoro-4-isopropyl-6-(perfluorophenyl)-2H-benzo[b][1,4]oxazin-3(4H)-one FC1(C(N(C2=C(O1)C=C(C(=C2)C2=C(C(=C(C(=C2F)F)F)F)F)F)C(C)C)=O)F